tert-Butyl (2-{4-[(5-{[(5-tert-butyl-1,3-oxazol-2-yl)methyl]sulfanyl}-1,3-thiazol-2-yl)carbamoyl]piperidin-1-yl}ethyl)carbamate C(C)(C)(C)C1=CN=C(O1)CSC1=CN=C(S1)NC(=O)C1CCN(CC1)CCNC(OC(C)(C)C)=O